(2R)-N-((S or R)-(3-chloro-4-fluorophenyl)-(trans-3-(difluoro-methoxy)cyclobutyl)-methyl)-2-methyl-3-oxopiperazine-1-carboxamide ClC=1C=C(C=CC1F)[C@@H](NC(=O)N1[C@@H](C(NCC1)=O)C)[C@@H]1C[C@H](C1)OC(F)F |o1:8|